ClC=1N=C(C2=C(N1)SC=C2)C2=CC=C(C=C2)C=O 2-Chloro-4-(4-formylphenyl)thieno[2,3-d]pyrimidine